C(C)(C)(C)OC(=O)N[C@H](C(=O)OC)CC1=C(C=CC(=C1)Cl)Cl methyl (2S)-2-[(tert-butoxycarbonyl)amino]-3-(2,5-dichlorophenyl)propanoate